(S)-1-ethoxypropan-2-amine C(C)OC[C@H](C)N